Octyldodecyl Isostearate CCCCCCCCCCC(CCCCCCCC)COC(=O)CCCCCCCCCCCCCCC(C)C